C=12C(=CC=C3OC4=C(C31)C=CC=C4)C2 methanodibenzo[b,d]furan